C(C1=CC=CC=C1)O[C@@H]1C[C@]2(N(C=3C(=NN=C(C3)C3=C(C(=CC=C3)F)OC)NC2)C1)C(F)F (6aR,8R)-8-(benzyloxy)-6a-(difluoromethyl)-2-(3-fluoro-2-methoxy-phenyl)-5,6,6a,7,8,9-hexahydropyrrolo[1',2':4,5]pyrazino[2,3-c]pyridazine